(R)-7-(6-(1-(2,2-difluoro-1-(4-fluoro-phenyl)propyl)-1H-pyrazol-4-yl)pyridin-2-yl)-6-fluoro-8-methyl-[1,2,4]triazolo[1,5-a]-pyridin-2-amine FC([C@@H](C1=CC=C(C=C1)F)N1N=CC(=C1)C1=CC=CC(=N1)C1=C(C=2N(C=C1F)N=C(N2)N)C)(C)F